C12(NCC(C1)C2)C(=O)OC methyl 2-azabicyclo[2.1.1]hexane-1-carboxylate